2-chloro-N1-(3-chloro-5-(trifluoromethyl)phenyl)-N1,5-dimethylbenzene-1,3-diamine ClC1=C(C=C(C=C1N)C)N(C)C1=CC(=CC(=C1)C(F)(F)F)Cl